N-[4-(3-chloro-4-cyano-phenoxy)cyclohexyl]-6-piperazin-1-yl-pyridazine-3-carboxamide ClC=1C=C(OC2CCC(CC2)NC(=O)C=2N=NC(=CC2)N2CCNCC2)C=CC1C#N